2,2'-{(6,6'-diphenyl-[1,1'-binaphthyl]-2,2'-diyl)bis(oxy)}diacetic acid C1(=CC=CC=C1)C=1C=C2C=CC(=C(C2=CC1)C1=C(C=CC2=CC(=CC=C12)C1=CC=CC=C1)OCC(=O)O)OCC(=O)O